BrC=1C(=CC(=C(C1)NC([C@@H](NC1CC1)CCSC)=O)F)F N-(5-bromo-2,4-difluorophenyl)cyclopropylmethionine amide